CS(=O)(=O)OC1CCC(CC1)NC(=O)OC(C)(C)C [4-(tert-Butoxycarbonylamino)cyclohexyl] methanesulfonate